N-(2,4-difluorobenzyl)-1-(2-((4-(5-(pyrrolidin-1-yl)pyridin-3-yl)-1H-1,2,3-triazol-1-yl)methyl)imidazo[1,2-a]pyridin-6-yl)methylamine FC1=C(CNCC=2C=CC=3N(C2)C=C(N3)CN3N=NC(=C3)C=3C=NC=C(C3)N3CCCC3)C=CC(=C1)F